[11C]-propyl-hexahydro-naphtho-oxazin [11CH2](CC)C1CNOC2C1C1=CC=CC=C1CC2